6-(3,5-dimethylisoxazol-4-yl)-1-(4-fluorobenzyl)-1H-imidazo[4,5-b]pyridin-5-yl acetate C(C)(=O)OC1=C(C=C2C(=N1)N=CN2CC2=CC=C(C=C2)F)C=2C(=NOC2C)C